4-[3-hydroxy-1-(6-methoxy-1-naphthyl)-2-oxo-indolin-3-yl]benzenesulfonamide OC1(C(N(C2=CC=CC=C12)C1=CC=CC2=CC(=CC=C12)OC)=O)C1=CC=C(C=C1)S(=O)(=O)N